(S)-4-(2-(4-(2-acetyl-5-chlorophenyl)-3-ethoxy-6-oxopyridazin-1(6H)-yl)-3-phenylpropanamido)benzoic acid C(C)(=O)C1=C(C=C(C=C1)Cl)C=1C(=NN(C(C1)=O)[C@H](C(=O)NC1=CC=C(C(=O)O)C=C1)CC1=CC=CC=C1)OCC